CN1CCC(CC1)(O)C[N+](=O)[O-] 1-methyl-4-(nitromethyl)piperidine-4-ol